C(C)(C)(C)C1(CC1)NCC=1NC2=CC(=CC=C2C1)CNC(=O)C=1N=C2N(C(C1)=O)C=CC=C2 N-[(2-{[(1-tert-butylcyclopropyl)amino]methyl}-1H-indol-6-yl)methyl]-4-oxo-4H-pyrido[1,2-a]pyrimidine-2-carboxamide